FC1=CC=C(C=C1)C1=CC=C(C=C1)O[C@H]1[C@H](COC1)NS(=O)(=O)C(C)C N-{(3S,4S)-4-[(4'-fluorobiphenyl-4-yl)oxy]tetra-hydrofuran-3-yl}propane-2-sulfonamide